F[Sb-](F)(F)(F)(F)F.[NH4+].[NH4+].F[Sb-](F)(F)(F)(F)F diammonium hexafluoroantimonate